BrC=1C(=C(OCCCC2CCNCC2)C=CC1)C(F)(F)F 4-[3-[3-bromo-2-(trifluoromethyl)phenoxy]propyl]piperidine